7-(1-methylcyclopropyl)-5,6,7,8-tetrahydroacridine-2-carboxamide CC1(CC1)C1CCC=2N=C3C=CC(=CC3=CC2C1)C(=O)N